C1(=CC(=CC=C1)C1=NC(=NC=C1Cl)NC=1C=C(C=NC1)NC(CCCCCCCN1CCNCC1)=O)C1=CC=CC=C1 N-(5-((4-([1,1'-biphenyl]-3-yl)-5-chloropyrimidin-2-yl)amino)pyridin-3-yl)-8-(piperazin-1-yl)octanamide